7-chloro-4-methoxy-1-methyl-1H-imidazo[4,5-d]pyridazine ClC=1N=NC(=C2C1N(C=N2)C)OC